1-(3,5-dimethoxyphenyl)-4-(3-cyclopentylpropanoyl)piperazine-2,5-dione COC=1C=C(C=C(C1)OC)N1C(CN(C(C1)=O)C(CCC1CCCC1)=O)=O